CC1=C(C(=O)N2CCN(CC2)CC(=O)N)C=CC=C1 2-(4-(2-methylbenzoyl)piperazin-1-yl)acetamide